biguanidine acetate C(C)(=O)O.NC(=N)NNC(=N)N